((1R,3s,5S)-bicyclo[3.2.1]oct-3-yl)acetaldehyde [C@@H]12CC(C[C@@H](CC1)C2)CC=O